[N-](S(=O)(=O)C(F)(F)F)S(=O)(=O)C(F)(F)F.C(C)[N+](CCOC)(C)CC diethylmethyl(2-methoxyethyl)ammonium bis(trifluoromethylsulfonyl)imide